(S)-1-(4-(2-(4-((R)-2-acetoxy-3-(ethylsulfonyl)propoxy)phenyl)propan-2-yl)-2,6-dichlorophenoxy)-3-chloropropan-2-yl acetate C(C)(=O)O[C@@H](COC1=C(C=C(C=C1Cl)C(C)(C)C1=CC=C(C=C1)OC[C@H](CS(=O)(=O)CC)OC(C)=O)Cl)CCl